C(\C=C/C(=O)O)(=O)O.N1=CN=C(C2=C1NC=C2)C=2C=NN(C2)[C@H](CC#N)C2CCCC2 (R)-3-(4-(7H-pyrrolo[2,3-d]pyrimidin-4-yl)-1H-pyrazol-1-yl)-3-cyclopentylpropanenitrile Maleic Acid Salt